methoxy[1,1'-biphenyl] COC1=C(C=CC=C1)C1=CC=CC=C1